C1(=CC=CC=C1)CCCC1=CC=C(C=C1)C 1-phenyl-3-(p-tolyl)propane